Imidazole phosphinate [PH2](O)=O.N1C=NC=C1